2-((4-fluoro-2-methylphenyl)amino)-N-(4-methylpyridin-3-yl)-5-(trifluoromethyl)benzamide FC1=CC(=C(C=C1)NC1=C(C(=O)NC=2C=NC=CC2C)C=C(C=C1)C(F)(F)F)C